N-methyl-5-(4,4,5,5-tetramethyl-1,3,2-dioxaborolan-2-yl)pyridineamide CNC(=O)C1=NC=C(C=C1)B1OC(C(O1)(C)C)(C)C